Octyl (5S,10S,13S)-10,13-bis(4-diazo-3-oxobutyl)-1-(9H-fluoren-9-yl)-5-((octyloxy)carbonyl)-3,8,11-trioxo-2-oxa-4,9,12-triazatetradecan-14-oate [N+](=[N-])=CC(CC[C@H](NC(CC[C@H](NC(OCC1C2=CC=CC=C2C=2C=CC=CC12)=O)C(=O)OCCCCCCCC)=O)C(N[C@H](C(=O)OCCCCCCCC)CCC(C=[N+]=[N-])=O)=O)=O